7-(isopropyl-(methyl)amino)-N-(4-phenylthiazol-2-yl)heptanamide C(C)(C)N(CCCCCCC(=O)NC=1SC=C(N1)C1=CC=CC=C1)C